C1(=CC=CC=C1)C(C(=O)OO)(C1=CC=CC=C1)C1=CC=CC=C1 triphenyl-peracetic acid